OC1=C(C=CC(=C1)CCCO)C1=NC(=NC(=N1)C1=C(C=C(C=C1)C)O)C1=C(C=C(C=C1)C)O 2-[2-hydroxy-4-(3-hydroxypropyl)phenyl]-4,6-bis(2-hydroxy-4-methylphenyl)-s-triazine